3-((4-morpholinopyrimidin-2-yl)amino)piperidine O1CCN(CC1)C1=NC(=NC=C1)NC1CNCCC1